COCCN(C(CC1=C(N=C2N1C=C(C=C2)C)C2=CC=C(C=C2)C)=O)CCN2CCOCC2 N-(2-methoxyethyl)-N-(2-morpholinoethyl)-2-[2-(4-methylphenyl)-6-methyl-imidazo[1,2-a]pyridin-3-yl]-acetamide